ClC1=C(NC2=C(C=3C(C4=CC=CC=C4C(C3C(=C2F)F)=O)=O)F)C(=CC=C1)Cl 2-(2,6-dichloroanilino)-1,3,4-trifluoroanthraquinone